CC1=CC(=C(C2=C1C(=CCCC2)OS(=O)(=O)C(F)(F)F)C#N)C(=O)OC2=NN=C(C1=CC=CC=C21)C2=C(C=C(C=C2)Br)OC 4-(4-bromo-2-methoxyphenyl)phthalazin-1-ol methyl-4-cyano-9-(((trifluoromethyl)sulfonyl)oxy)-6,7-dihydro-5H-benzo[7]annulene-3-carboxylate